diphenylmethylene(cyclopentadienyl)(2-diethylamino-7-t-butyl-9-fluorenyl)zirconium dichloride [Cl-].[Cl-].C1(=CC=CC=C1)C(C1=CC=CC=C1)=[Zr+2](C1C2=CC(=CC=C2C=2C=CC(=CC12)N(CC)CC)C(C)(C)C)C1C=CC=C1